(S)-N-(1-amino-3-hydroxy-1-oxopropan-2-yl)-2-methyl-5-((1-methyl-1H-pyrazol-4-yl)methoxy)benzofuran-3-carboxamide NC([C@H](CO)NC(=O)C1=C(OC2=C1C=C(C=C2)OCC=2C=NN(C2)C)C)=O